1-methoxy-3-trimethylsilyloxy-1,3-butadiene COC=CC(=C)O[Si](C)(C)C